C(#N)C1=CC=C(C=C1)NC=1C=C(CNC(OC(C)(C)C)=O)C=C(C1)F tert-butyl (3-((4-cyanophenyl)amino)-5-fluorobenzyl)carbamate